dimethylaminopropyl-behenamide CN(C)CCCC(C(=O)N)CCCCCCCCCCCCCCCCCCCC